ClC(C(=O)[O-])Cl.[K+].FC=1C=C(C=NC1CN1C(N(C=2C=NC(=C(C21)C2=CC=CC=C2)OC)C)=O)S(=O)(=O)N 5-fluoro-6-((6-methoxy-3-methyl-2-oxo-7-phenyl-2,3-dihydro-1H-imidazo[4,5-c]pyridin-1-yl)methyl)pyridine-3-sulfonamide potassium dichloroacetate